BrC1=C(C(=CC2=C1C([C@](O2)(C2=CC=CC=C2)CNC(OC(C)(C)C)=O)=C)F)Cl (R)-tert-butyl ((4-bromo-5-chloro-6-fluoro-3-methylene-2-phenyl-2,3-dihydrobenzofuran-2-yl)methyl)carbamate